FC=1C=C(C=CC1)N1C(=C(C2=C(C(=CC=C12)O)CN1CCCCC1)C(=O)OCC)C ethyl 1-(3-fluorophenyl)-5-hydroxy-2-methyl-4-(piperidin-1-ylmethyl)-1H-indole-3-carboxylate